5-Chloro-2-fluoro-4-(6-((1r,3r)-3-(2-(2-methoxyethoxy)ethoxy)cyclobutoxy)pyridin-3-yl)aniline ClC=1C(=CC(=C(N)C1)F)C=1C=NC(=CC1)OC1CC(C1)OCCOCCOC